Cl.N1CCC2=CC(=CC=C12)CC1=NNC(C2=CC(=C(C=C12)OC)OC)=O 4-(indolin-5-ylmethyl)-6,7-dimethoxyphthalazin-1(2H)-one hydrochloride